O=C1C(=CC(=CN1)C=1C=C(C=CC1)OC(=O)N1CCN(CC1)C1=NC=C(C=N1)C(F)(F)F)C(F)(F)F 3-(6-oxo-5-(trifluoromethyl)-1,6-dihydropyridin-3-yl)phenyl-4-(5-(trifluoromethyl)pyrimidin-2-yl)piperazine-1-carboxylate